BrC1=NN2C(N(C3=C(C2=O)C2(CCN(CC2)C(=O)OC(C)(C)C)C=C3)CC(=O)NC3=C(C=C(C=C3)C(F)(F)F)Cl)=N1 tert-butyl 2-bromo-4-(2-((2-chloro-4-(trifluoromethyl)phenyl)amino)-2-oxoethyl)-8-oxo-4,8-dihydrospiro[cyclopenta[d][1,2,4]triazolo[1,5-a]pyrimidine-7,4'-piperidine]-1'-carboxylate